CC1(O[C@@H]2[C@H](O[C@H]([C@@H]2O1)N3C=CC(=O)NC3=O)CO)C 2',3'-O-Isopropylideneuridine